NC1=CC=C(C=C1)C=1C=C(C=C(C1)C1=CC(=CC=C1)N)C1=CC(=CC=C1)N 5'-(4-aminophenyl)-[1,1':3',1''-terphenyl]-3,3''-diamine